tert-butyl (1R,2R,5S)-2-[(E)-3-ethoxy-3-oxo-prop-1-enyl]-3-azabicyclo[3.1.0]hexane-3-carboxylate C(C)OC(/C=C/[C@@H]1[C@@H]2C[C@@H]2CN1C(=O)OC(C)(C)C)=O